C(C1=CC=CC=C1)SC=1C=C(C(=O)OC)C=C(C1)Br methyl 3-(benzylsulfanyl)-5-bromobenzoate